ClC1=C2C(=NC=C1C1=CC=CC(=N1)N1C(CN(CC1)CCC=O)=O)NC=C2C2CC2 3-(4-(6-(4-chloro-3-cyclopropyl-1H-pyrrolo[2,3-b]pyridin-5-yl)pyridin-2-yl)-3-oxopiperazin-1-yl)propanal